2-[(2R)-2-amino-3-fluoropropyl]-3-bromo-5-chloro-N-[(1,3-thiazol-2-yl)methyl]thieno[3,2-b]pyridin-7-amine N[C@H](CC1=C(C2=NC(=CC(=C2S1)NCC=1SC=CN1)Cl)Br)CF